Magnesium glutamat N[C@@H](CCC(=O)[O-])C(=O)[O-].[Mg+2]